3,3-dimethyl-N-(4-methyl-1,1-dioxidotetrahydro-2H-thiopyran-4-yl)-1-(3-(methylsulfonyl)phenyl)-2-oxoindoline-5-carboxamide CC1(C(N(C2=CC=C(C=C12)C(=O)NC1(CCS(CC1)(=O)=O)C)C1=CC(=CC=C1)S(=O)(=O)C)=O)C